OCCCCCCCCCCCCCCCCC(C(=O)O)CCCCCCCCCC.C(=O)N[C@@H](CCCCN)C(=O)O N-formyl-lysine 16-hydroxyhexadecyl-laurate